2-[4-(7-Fluoro-2,3-dioxo-2,3-dihydroindol-1-ylmethyl)benzyl]isothiourea hydrobromide Br.FC=1C=CC=C2C(C(N(C12)CC1=CC=C(CSC(N)=N)C=C1)=O)=O